C(C)OC(=O)C=1N=NC(=CC1OC1CC1)Cl 6-chloro-4-cyclopropoxypyridazine-3-carboxylic acid ethyl ester